Aluminum Trisdiethylphosphine C(C)PCC.C(C)PCC.C(C)PCC.[Al]